CC1=CC=C(S1)C1=C(N)C=C(C=C1)C=1C=NNC1 2-(5-methylthiophen-2-yl)-5-(1H-pyrazol-4-yl)aniline